O[C@]12[C@@H]3CC[C@@H]4C[C@H](CC[C@@]4([C@H]3CC[C@@]2([C@H](CC1)C=1C=CC(OC1)=O)C)C)NC(=O)N1CC(NCC1)=O (3S,5R,8R,9S,10S,13R,14S,16S,17R)-14-hydroxy-10,13-dimethyl-17-(2-oxo-2H-pyran-5-yl)-3-(3-oxopiperazine-1-carboxamido)hexadecahydro-1H-cyclopenta[a]phenanthren